9,9-dimethoxy-2-nonanol COC(CCCCCCC(C)O)OC